1-phenyl-2-[4-(7H-pyrrolo[2,3-d]-pyrimidin-4-yl)-1H-pyrazol-1-yl]-propan-1-ol C1(=CC=CC=C1)C(C(C)N1N=CC(=C1)C=1C2=C(N=CN1)NC=C2)O